1-benzyl-N5-(1-cyanocyclopropyl)-N3-methyl-2-oxo-1,2-dihydropyridine-3,5-dicarboxamide C(C1=CC=CC=C1)N1C(C(=CC(=C1)C(=O)NC1(CC1)C#N)C(=O)NC)=O